C(C)(C)(C)OC(=O)N1CC(C1)C=1C=CC=2NC3=CC(=C(C(=C3C2C1)C)C)C=1C=C(C=2N(C1)N=CN2)OC 3-(7-(8-methoxy-[1,2,4]triazolo[1,5-a]pyridin-6-yl)-5,6-dimethyl-9H-carbazol-3-yl)azetidine-1-carboxylic acid tert-butyl ester